4-(4-Methylphenylthio)benzophenone CC1=CC=C(C=C1)SC1=CC=C(C(=O)C2=CC=CC=C2)C=C1